FC(C/C=C/CC1(C(CCCCC1)=O)C(=O)OC)(C1=CC(=CC(=C1)C(F)(F)F)C=1C=NC=CC1)F (E)-methyl 1-(5,5-difluoro-5-(3-(pyridin-3-yl)-5-(trifluoromethyl) phenyl) pent-2-en-1-yl)-2-oxocycloheptane-1-carboxylate